3-(4-(((4-(((cyclohexylmethyl)amino)methyl)thiazol-2-yl)methyl)thio)-1-oxoisoindolin-2-yl)piperidine-2,6-dione C1(CCCCC1)CNCC=1N=C(SC1)CSC1=C2CN(C(C2=CC=C1)=O)C1C(NC(CC1)=O)=O